C(C)OC(=O)C=1C(=C2C(=NC1)NC=C2)Cl 4-chloro-1H-pyrrolo[2,3-b]pyridine-5-carboxylic acid ethyl ester